NC[C@H](CNS(=O)(=O)C=1C(=C(C(=CC1)N(C)CCN(C)CCO)C=1N=NNN1)S(=O)(=O)N)O (R)-N1-(3-amino-2-hydroxypropyl)-4-((2-((2-hydroxyethyl)(methyl)amino)ethyl)(methyl)amino)-3-(2H-tetrazol-5-yl)benzene-1,2-disulfonamide